CC1=CC=C(C=C1)S(=O)(=O)OC[C@H]1C[C@H](CCC1)OC=1C=NN(C(C1C(F)(F)F)=O)CC1=CC=C(C=C1)OC ((1R,3S)-3-((1-(4-methoxybenzyl)-6-oxo-5-(trifluoromethyl)-1,6-dihydropyridazin-4-yl)oxy)cyclohexyl)methyl 4-methylbenzenesulfonate